(2R,4R)-N-(4-tert-butylphenyl)-N-[2-(cyclohexylamino)-2-oxo-1-(3-pyridyl)ethyl]-4-hydroxyl-pyrrolidine-2-carboxamide C(C)(C)(C)C1=CC=C(C=C1)N(C(=O)[C@@H]1NC[C@@H](C1)O)C(C(=O)NC1CCCCC1)C=1C=NC=CC1